1-(4-amino-3-(4-nitrophenyl)-1H-pyrazolo[3,4-d]pyrimidin-1-yl)-2-methylpropan-2-ol NC1=C2C(=NC=N1)N(N=C2C2=CC=C(C=C2)[N+](=O)[O-])CC(C)(O)C